1,3-dioxa-7-azaspiro[4.5]decan-2-one hydrochloride Cl.O1C(OCC12CNCCC2)=O